BrC1=CC=C(C=N1)C(CCNC(=O)NC1CC1)C(F)(F)F (3-(6-bromopyridin-3-yl)-4,4,4-trifluorobutyl)-3-cyclopropylurea